ethyl 3-benzyl-8-((3,5-difluoro-4-(4-fluorophenoxy)phenyl)sulfonyl)-3,8-diazabicyclo[3.2.1]octane-1-carboxylate C(C1=CC=CC=C1)N1CC2(CCC(C1)N2S(=O)(=O)C2=CC(=C(C(=C2)F)OC2=CC=C(C=C2)F)F)C(=O)OCC